4-{[2-Carbamoyl-6-(2-methyl-pyridin-4-yl)-imidazo[1,2-a]pyrazin-8-ylamino]-methyl}-piperidine-1-carboxylic acid tert-butyl ester C(C)(C)(C)OC(=O)N1CCC(CC1)CNC=1C=2N(C=C(N1)C1=CC(=NC=C1)C)C=C(N2)C(N)=O